C(C1=CC=CC=C1)C1=C(SC=2N3C(COCC21)=NN=C3C)C#CC=3C=NN(C3)CCCNC3=C2CN(C(C2=CC=C3)=O)C3C(NC(CC3)=O)=O 3-(4-((3-(4-((3-Benzyl-9-methyl-4H,6H-thieno[2,3-e][1,2,4]triazolo[3,4-c][1,4]oxazepin-2-yl)ethynyl)-1H-pyrazol-1-yl)propyl)amino)-1-oxoisoindolin-2-yl)piperidin-2,6-dion